OC1CN(CC1)C=1C=C2C(NC(=NC2=CC1)CN1CCC2=CC=CC=C12)=O 6-(3-hydroxypyrrolidin-1-yl)-2-(indolin-1-ylmethyl)-3H-quinazolin-4-one